FC=1C=C(C=CC1)[C@@H]1N(CCC1)C=1C=CC=2N(N1)C(=CN2)C2=CC=CC(=N2)N2CCN(CC2)CCNC2=CC=C1C(=NN(C1=C2)C)C2C(NC(CC2)=O)=O 3-(6-((2-(4-(6-(6-((R)-2-(3-fluorophenyl)pyrrolidin-1-yl)imidazo[1,2-b]pyridazin-3-yl)pyridin-2-yl)piperazin-1-yl)ethyl)amino)-1-methyl-1H-indazol-3-yl)piperidine-2,6-dione